BrC1=C(C=C(C=C1)C(NC(=O)OC(C)(C)C)=O)C[C@H](C(=O)OC(C)(C)C)[C@@H]1CN(CC1)C(=O)OC(C)(C)C tert-butyl (R)-3-((S)-3-(2-bromo-5-((tert-butoxycarbonyl)carbamoyl)phenyl)-1-(tert-butoxy)-1-oxopropan-2-yl)pyrrolidine-1-carboxylate